OC(CC(=O)OCC)(CC(=O)OCC)C(=O)OCC 2-hydroxy-1,2,3-propanetricarboxylic acid, triethyl ester